(S)-N,N-dimethyl-3-(3-methyl-5-(1H-pyrrolo[2,3-b]pyridin-3-yl)-3,6-dihydropyridin-1(2H)-yl)propan-1-amine CN(CCCN1C[C@H](C=C(C1)C1=CNC2=NC=CC=C21)C)C